C(CC)S(=O)(=O)O.O1CCN(CC1)[Na] (morpholino)sodium propanesulfonate